[1-(2-chloropyridin-3-yl)-4-cyclopropyl-3-oxopiperazin-2-yl]phosphonic acid diethyl ester C(C)OP(OCC)(=O)C1N(CCN(C1=O)C1CC1)C=1C(=NC=CC1)Cl